C(C1=CC=CC=C1)[NH-] Monobenzyl-Amide